[Cl-].[Cl-].C[Si](=[Zr+2](C1C(=CC2=CC=CC=C12)C=1SC=CC1)C1C(=CC2=CC=CC=C12)C=1SC=CC1)C Dimethylsilylenebis[2-(2-thienyl)indenyl]zirconium dichloride